3,6-dichloro-5-cyano-quinoxaline ClC=1C=NC2=CC=C(C(=C2N1)C#N)Cl